FC(COCC=1C=NC=2N(C1)C(=C(N2)C2=NC(=NN2)C(F)(F)F)C2=CN=CN2)(C(C(F)(F)F)(F)F)F 5-{6-[(2,2,3,3,4,4,4-heptafluorobutoxy)methyl]-3-(1H-imidazol-5-yl)imidazo[1,2-a]pyrimidin-2-yl}-3-(trifluoromethyl)-1H-1,2,4-triazole